NC(C(O)CC)(CO)C 2-Amino-2-methyl(ethyl)-1,3-propandiol